2-(5-Chloro-6-fluoro-1H-indol-3-yl)-N-ethyl-N-methylethan-1-amine ClC=1C=C2C(=CNC2=CC1F)CCN(C)CC